7-((3S,4S)-4-(3,4-dihydroisoquinolin-2(1H)-yl)-3-hydroxypiperidine-1-carbonyl)-4,4-dimethyl-1,4-dihydro-2H-benzo[d][1,3]oxazin-2-one C1N(CCC2=CC=CC=C12)[C@@H]1[C@H](CN(CC1)C(=O)C=1C=CC2=C(NC(OC2(C)C)=O)C1)O